COC=1C=NC(=NC1)N[C@@H]1CN(C[C@H]1OCC1=CC=C(C=C1)C(F)(F)F)C(=O)OC(C)(C)C tert-butyl (3R,4R)-3-(5-methoxypyrimidin-2-ylamino)-4-(4-(trifluoromethyl)benzyloxy)pyrrolidine-1-carboxylate